CC1=C(C=CC(=C1)C(=O)N1CCOCC1)C1=C2C(=NC=C1)NC=C2 4-(2-methyl-4-(morpholine-4-carbonyl)phenyl)-1H-pyrrolo[2,3-b]pyridin